N(=C=O)C1=C(C=C(C(=C1)C)N=C=O)CC1=C(C=C(C(=C1)N=C=O)C)N=C=O bis(2,5-diisocyanato-4-methylphenyl)-methane